2-(4-((5-fluoro-4-(3-(2-oxopyridin-1(2H)-yl)phenyl)pyrimidin-2-yl)amino)-2-oxopiperidin-1-yl)acetic acid FC=1C(=NC(=NC1)NC1CC(N(CC1)CC(=O)O)=O)C1=CC(=CC=C1)N1C(C=CC=C1)=O